Cl.Cl.Cl.NCCC1=NC2=C(N1CCN(C)C)C=CC=C2 2-(2-(2-Aminoethyl)-1H-benzo[d]imidazol-1-yl)-N,N-dimethylethan-1-amine tri-hydrochloride